C(C)(C)NC(C=1C=C(C=CC1)NC(=O)C=1N(N=C(C1)C(F)(F)F)C1=CC(=CC=C1)CN)C1=CC=CC=C1 2-(3-Aminomethyl-phenyl)-5-trifluoromethyl-2H-pyrazole-3-carboxylic acid [3-(isopropylamino-phenyl-methyl)-phenyl]amide